NC1=C2C(=C3C(=N1)C=C(N3)C(=O)N(CC)[C@@H](C)C3=C(C=C(C=C3)C3CC3)F)CO[C@@H]2C (R)-5-amino-N-((S)-1-(4-cyclopropyl-2-fluorophenyl)ethyl)-N-ethyl-6-methyl-6,8-dihydro-1H-furo[3,4-d]pyrrolo[3,2-b]pyridine-2-carboxamide